2-phenylpentafluoropropene C1(=CC=CC=C1)C(=C(F)F)C(F)(F)F